3-[2-(trifluoromethyl)phenoxymethyl]Piperazine FC(C1=C(OCC2CNCCN2)C=CC=C1)(F)F